C(C)[NH+]1C(N(C(C=C1)C)CC)=S 1,2-dihydro-1,3-diethyl-4-methyl-2-thioxo-pyrimidinium